N,N,1-trimethyl-1H-Pyrazole-3-carboxamide CN(C(=O)C1=NN(C=C1)C)C